ClC=1C(=C(NC2=NC=NC3=CC(=C(C=C23)C2CN(CCC2)C(=O)OC(C)(C)C)F)C=CC1Cl)F tert-butyl 3-[4-(3,4-dichloro-2-fluoro-anilino)-7-fluoro-quinazolin-6-yl]piperidine-1-carboxylate